NC[C@H]1CN(CCO1)CC#CC=1C=C(C=CC1)[C@H]1CN(C(O1)=O)C1C(NC(CC1)=O)=O 3-[(5S)-5-[3-[3-[(2S)-2-(aminomethyl)morpholin-4-yl]prop-1-ynyl]phenyl]-2-oxo-oxazolidin-3-yl]piperidine-2,6-dione